tert-Butyl N-(6-bromo-3-chloro-2-pyridyl)-N-tert-butoxycarbonyl-carbamate BrC1=CC=C(C(=N1)N(C(OC(C)(C)C)=O)C(=O)OC(C)(C)C)Cl